(1S,3S)-N'-([2,3'-Bipyridin]-6'-yl)-N3-(6-methyl-1,2,4-triazin-3-yl)cyclopentane-1,3-diamine N1=C(C=CC=C1)C=1C=NC(=CC1)N([C@@H]1C[C@H](CC1)N)C=1N=NC(=CN1)C